NC(C)C=1C(=C(C=CC1)C1=CC(=CC(=C1)N1CCC2(CCO2)CC1)COC1=C(C=CC=C1)CC(=O)O)F 2-(2-((3'-(1-aminoethyl)-2'-fluoro-5-(1-oxa-7-azaspiro[3.5]nonan-7-yl)-[1,1'-biphenyl]-3-yl)methoxy)phenyl)acetic acid